FC(OC1=C(C=C(C(=N1)OC)N)F)F 6-(Difluoromethoxy)-5-fluoro-2-methoxy-pyridin-3-amine